3-[5-(benzimidazol-1-ylmethyl)-2-thienyl]-5-(trifluoromethyl)-1,2,4-oxadiazole N1(C=NC2=C1C=CC=C2)CC2=CC=C(S2)C2=NOC(=N2)C(F)(F)F